2-amino-9-((2R,3S,4S,5R)-4-fluoro-3-hydroxy-5-(hydroxymethyl)tetrahydrofuran-2-yl)-7-((methylthio)methyl)-7,9-dihydro-8H-purin-8-one NC1=NC=C2N(C(N(C2=N1)[C@@H]1O[C@@H]([C@H]([C@H]1O)F)CO)=O)CSC